ethyl [(1-cyclopropyl-1-oxopropan-2-yl)carbamoyl]formate C1(CC1)C(C(C)NC(=O)C(=O)OCC)=O